FCC(=O)NC=1C=C(C(=O)O)C=CC1 3-(2-fluoroacetamido)benzoic acid